ClC=1C=C(CNC2=NC(=NC3=CC=C(C=C23)C=2C(=NOC2C)C)N2CCC(CC2)CO)C=CC1 (1-(4-((3-chlorobenzyl)amino)-6-(3,5-dimethylisoxazol-4-yl)quinazolin-2-yl)piperidin-4-yl)methanol